CC=1NC2=CC=CC=C2C1CCNC(O)=O (2-(2-methyl-1H-indol-3-yl)ethyl)carbamic acid